(1R,3S)-N-((S)-1-(5-(2-Methoxychinolin-3-yl)-1H-imidazol-2-yl)-7-oxononyl)-5-methyl-5-azaspiro[2.4]heptan-1-carboxamid COC1=NC2=CC=CC=C2C=C1C1=CN=C(N1)[C@H](CCCCCC(CC)=O)NC(=O)[C@@H]1C[C@@]12CN(CC2)C